CC=1C=CC(=C(C1)N(C(=S)N)C(C1=CC(=C(C(=C1)O)O)O)=O)O N-(5-methyl-2-hydroxyphenyl)-3,4,5-trihydroxybenzoyl-thiourea